BrC=1C=C2CC[C@@H](C2=CC1)N (S)-5-bromo-2,3-dihydro-1H-inden-1-amine